(5-(4-fluoro-6-((3S,5R)-3-hydroxy-5-methylpiperidin-1-yl)-1H-benzo[d]imidazol-2-yl)-1H-pyrrol-3-yl)(2-(trifluoromethyl)phenyl)methanone FC1=CC(=CC=2NC(=NC21)C2=CC(=CN2)C(=O)C2=C(C=CC=C2)C(F)(F)F)N2C[C@H](C[C@H](C2)C)O